(S)-2-(2-aminoacetylamino)-6-((tert-butoxycarbonyl)amino)hexanoic acid NCC(=O)N[C@H](C(=O)O)CCCCNC(=O)OC(C)(C)C